N-[2-(benzylamino)-2-oxo-1-phenylethyl]-N-(2,5-dichlorophenyl)prop-2-ynamide C(C1=CC=CC=C1)NC(C(C1=CC=CC=C1)N(C(C#C)=O)C1=C(C=CC(=C1)Cl)Cl)=O